FC1=CC=C(C=2N=C(SC21)N)C2=C(C=1N=C(N=C(C1C=N2)N2CCNCC2)OC[C@H]2N(CCC2)C)F (S)-7-fluoro-4-(8-fluoro-2-((1-methylpyrrolidin-2-yl)methoxy)-4-(piperazin-1-yl)pyrido[4,3-d]pyrimidin-7-yl)benzo[d]thiazol-2-amine